COC(C1=C(C=C(C(=C1)C1=NN=C(N1)COC)C)C1CC1)=O cyclopropyl-5-(5-(methoxymethyl)-4H-1,2,4-triazol-3-yl)-4-methylbenzoic acid methyl ester